[N+](=O)([O-])C1=CC=C(C=C1)NNC(C1=CC=C(C=C1)OC(F)(F)F)=O N'-(4-nitrophenyl)-4-(trifluoromethoxy)benzoyl-hydrazine